IC1=CC(=C(C=C1C)N(C(C#CC)=O)C1=CC=C2C(=N1)C=NN2C(COC)C)C N-(4-iodo-2,5-dimethylphenyl)-N-(1-(1-methoxypropan-2-yl)-1H-pyrazolo[4,3-b]pyridin-5-yl)but-2-ynamide